1-{[rel-(2R,3S)-3-(2-chlorophenyl)-2-(2,4-difluorophenyl)oxetan-2-yl]methyl}-1H-1,2,4-triazol-5-ylthiocyanate ClC1=C(C=CC=C1)[C@@H]1[C@@](OC1)(C1=C(C=C(C=C1)F)F)CN1N=CN=C1SC#N |o1:7,8|